Arachidonoyl trifluoromethyl ketone FC(F)(F)C(=O)C(CCC\C=C/C\C=C/C\C=C/C\C=C/CCCCC)=O